C(N)(OCC1(CC=C(C=C1)F)C#C)=O 1-ethynyl-4-fluorobenzyl carbamate